3-Cyanopyridine C(#N)C=1C=NC=CC1